1-[4-[5-(ethylsulfonyl)-6-[4-ethyl-6-(trifluoromethyl)pyrrolo[3,2-b]pyridin-2-yl]pyridin-3-yl]phenyl]cyclopropan-1-ol C(C)S(=O)(=O)C=1C=C(C=NC1C=1C=C2N(C=C(C=C2N1)C(F)(F)F)CC)C1=CC=C(C=C1)C1(CC1)O